C(C=C)(=O)N1C[C@@H]2COC3=C(C(N2CC1)=O)C(=NC(=C3Cl)C3=C(C=CC=C3)F)NC(C)(C)C (R)-8-acryloyl-1-(tert-butylamino)-4-chloro-3-(2-fluorophenyl)-6,6a,7,8,9,10-hexahydro-12H-pyrazino[2,1-c]pyrido[3,4-f][1,4]oxazepin-12-one